tert-butyl (2R)-2-{[(tert-butoxycarbonyl)(cyclopropylmethyl)amino]methyl}-4-fluoro-6-hydroxy-5-(1,1,4-trioxo-1λ6,2,5-thiadiazolidin-2-yl)-2,3-dihydro-1H-indole-1-carboxylate C(C)(C)(C)OC(=O)N(CC1CC1)C[C@@H]1N(C2=CC(=C(C(=C2C1)F)N1S(NC(C1)=O)(=O)=O)O)C(=O)OC(C)(C)C